Tert-butyl (R)-3,4-diethylpiperazine-1-carboxylate C(C)[C@@H]1CN(CCN1CC)C(=O)OC(C)(C)C